N1=CNC=2C=NC=C(C21)C(=O)NCC=2OC1=C(C2)C=C(C=C1C(=O)O[C@@H](C(F)(F)F)C)Cl (R)-1,1,1-Trifluoropropan-2-yl 2-((3H-imidazo[4,5-c]pyridine-7-carboxamido)methyl)-5-chlorobenzofuran-7-carboxylate